BrC=1N(CC2=CC(=CC=C2C1)F)C=O 3-bromo-7-fluoroisoquinoline-2(1H)-carbaldehyde